BrC=1C=CC2=C(C1)COC1=NC(=NC=C12)SC 8-bromo-3-(methylsulfanyl)-6H-isochromeno[3,4-d]pyrimidine